C1(CC1)CN1CCC(CC1)N1C(NC2=C1C=C(C(=C2)C=2C=C(C=1N(C2)N=CN1)OC)C(C)C)=O 1-(1-(Cyclopropylmethyl)piperidin-4-yl)-6-isopropyl-5-(8-methoxy-[1,2,4]triazolo[1,5-a]pyridin-6-yl)-1,3-dihydro-2H-benzo[d]imidazol-2-on